C(C)OC(=O)C1=CC=2N=C(C=3C=NN(C3C2N1)C)N 7-amino-3-methyl-3,4,8,12-tetraazatricyclo[7.3.0.02,6]dodeca-1(9),2(6),4,7,10-pentaene-11-carboxylic acid ethyl ester